4-cyclopropyl-2-(3-{3-[(4-methyl-1,2,4-triazol-3-yl)methyl]-oxetan-3-yl}phenyl)-1-oxo-3H-pyrrolo[3,4-c]pyridine-6-carbaldehyde C1(CC1)C1=NC(=CC2=C1CN(C2=O)C2=CC(=CC=C2)C2(COC2)CC2=NN=CN2C)C=O